6-oxa-1-azaspiro[3.3]heptane oxalate C(C(=O)O)(=O)O.N1CCC12COC2